1-(3-(cyclopropylmethoxy)phenyl)ethanone C1(CC1)COC=1C=C(C=CC1)C(C)=O